2-bromo-5-(1-methyl-1H-imidazol-2-yloxy)phenol BrC1=C(C=C(C=C1)OC=1N(C=CN1)C)O